C1(=CC=CC=C1)N1C2=CC=CC=C2C=2C=C(C=CC12)C=1C=C(C=CC1)N1C2=C(C=3C4=C(C=CC13)C1=C(S4)C=CC=C1)N=CC=C2 5-(3-(9-phenyl-9H-carbazol-3-yl)phenyl)-5H-benzo[4,5]thieno[2,3-e]pyrido[3,2-b]indole